C(CCC)(=O)[O-].[Na+] NATRIUM BUTYRAT